tert-butyl N-(3-amino-2,2-dimethyl-propyl)carbamate NCC(CNC(OC(C)(C)C)=O)(C)C